Cl.Cl.Cl.Cl.NC=1C=C(C=CC1N)C1=CC(=C(N)C=C1)N 3,3'-diaminobenzidine tetrahydrochloride salt